5-amino-6-(5-methyl-1H-indazol-4-yl)-2-(3-pivalamidopyridin-4-yl)pyrimidine-4-carboxamide NC=1C(=NC(=NC1C1=C2C=NNC2=CC=C1C)C1=C(C=NC=C1)NC(C(C)(C)C)=O)C(=O)N